NC=1N=NC(=CC1NCCC1=CC=C(C(=O)N)C=C1)Cl 4-[2-[(3-amino-6-chloropyridazin-4-yl)amino]ethyl]benzamide